CC=1C=CC(=C(C1)O)C1=NN=C(C2=CC=CC=C12)O[C@H]1CNCCC1 (R)-5-methyl-2-(4-(piperidin-3-yloxy)phthalazin-1-yl)phenol